C(C1=CC=CC=C1)OC(=O)N1C2CC2[C@]([C@H]1C(=O)O)(CCCB1O[C@@]2(C(O1)C[C@H]1C([C@@H]2C1)(C)C)C)C (3S,4R)-2-((benzyloxy)carbonyl)-4-methyl-4-(3-((3aS,4S,6S)-3a,5,5-trimethylhexahydro-4,6-methanobenzo[d][1,3,2]dioxaborol-2-yl)propyl)-2-azabicyclo[3.1.0]hexane-3-carboxylic acid